methyl-4-((4-(4-carbamoyl-3-fluorophenyl) piperazin-1-yl) methyl)-2-fluorobenzoate COC(C1=C(C=C(C=C1)CN1CCN(CC1)C1=CC(=C(C=C1)C(N)=O)F)F)=O